4-(benzo[b]thiophen-3-yl)phenylboronic acid pinacol ester S1C2=C(C(=C1)C1=CC=C(C=C1)B1OC(C)(C)C(C)(C)O1)C=CC=C2